5-(((trans-3-(3-cyclopropyl-4-(6-(oxetan-3-ylamino)pyridin-2-yl)-1H-pyrazol-1-yl)cyclobutyl)methyl)amino)-2-(2,6-dioxopiperidin-3-yl)isoindoline-1,3-dione C1(CC1)C1=NN(C=C1C1=NC(=CC=C1)NC1COC1)[C@@H]1C[C@H](C1)CNC=1C=C2C(N(C(C2=CC1)=O)C1C(NC(CC1)=O)=O)=O